N(=[N+]=[N-])[C@@H]1[C@@H](CC[C@H](C2=NC=CC=C21)O[Si](C(C)C)(C(C)C)C(C)C)C2=C(C(=CC=C2)F)F (5R,6S,9R)-5-azido-6-(2,3-difluorophenyl)-9-((triisopropylsilyl)oxy)-6,7,8,9-tetrahydro-5H-cyclohepta[b]pyridine